2-(3-isopropyl-2-(1H-pyrazolo[3,4-b]pyridin-4-yl)-1H-indol-5-yl)-5-(1-methylpiperidin-3-yl)-1,3,4-oxadiazole C(C)(C)C1=C(NC2=CC=C(C=C12)C=1OC(=NN1)C1CN(CCC1)C)C1=C2C(=NC=C1)NN=C2